Cl.N1=CN=C(C2=C1NC=C2)N 7H-pyrrolo[2,3-d]pyrimidine-4-amine hydrochloride